CC1=C(C=CC=C1C)N1N=C(C2=NC=C(C=C21)OC)C=2C=NC(=CC2)N2CCN(CC2)C (2,3-dimethylphenyl)-6-methoxy-3-(6-(4-methylpiperazin-1-yl)pyridin-3-yl)-1H-pyrazolo[4,3-b]pyridine